N-(2-hydroxy-3-(3-(prop-2-yn-1-yl)ureido)propyl)-N-(1-((R)-1-(naphthalen-1-yl)ethyl)piperidin-4-yl)methanesulfonamide OC(CN(S(=O)(=O)C)C1CCN(CC1)[C@H](C)C1=CC=CC2=CC=CC=C12)CNC(=O)NCC#C